N-(3-((2-((3-chloro-1-(2-hydroxyethyl)-1H-pyrazol-4-yl)amino)-5-(4-(trifluoromethyl)phenyl)pyrimidin-4-yl)amino)-4-fluorophenyl)acrylamide ClC1=NN(C=C1NC1=NC=C(C(=N1)NC=1C=C(C=CC1F)NC(C=C)=O)C1=CC=C(C=C1)C(F)(F)F)CCO